(S)-N-(4-((6-(4-isopropylpiperidin-1-yl)-2-methylpyridin-3-yl)amino)benzyl)-2,6-dioxohexahydropyrimidine-4-carboxamide C(C)(C)C1CCN(CC1)C1=CC=C(C(=N1)C)NC1=CC=C(CNC(=O)[C@H]2NC(NC(C2)=O)=O)C=C1